SCC(=O)OCC(COC(CS)=O)(COC(CS)=O)COC(CS)=O Pentaerythritol tetrakis(mercaptoacetate)